O[C@H]1[C@@H](C2=CC=CC=C2C(C1)(C)C)NC(=O)NC=1C(=NC(=C(C1)C)C=1C=NN(C1)C)C1CCOCC1 1-((1R,2R)-2-hydroxy-4,4-dimethyl-1,2,3,4-tetrahydronaphthalen-1-yl)-3-(5-methyl-6-(1-methyl-1H-pyrazol-4-yl)-2-(tetrahydro-2H-pyran-4-yl)pyridin-3-yl)urea